C1(CCCCC1)[C@@H](C)N[C@@H]1C=C([C@@H]([C@@H]([C@H]1O)O)O)CF (1S,2S,3S,6R)-6-(((R)-1-cyclohexylethyl)amino)-4-(fluoromethyl)cyclohex-4-ene-1,2,3-triol